N-((2-(6-((cis)-2,6-dimethylmorpholino)-4-fluoropyridin-2-yl)-1,6-naphthyridin-7-yl)methyl)-4-((2,2,2-trifluoroethyl)sulfonyl)benzamide C[C@@H]1O[C@@H](CN(C1)C1=CC(=CC(=N1)C1=NC2=CC(=NC=C2C=C1)CNC(C1=CC=C(C=C1)S(=O)(=O)CC(F)(F)F)=O)F)C